N-cyclopropyl-4'-(3-(2-hydroxyethoxy)cyclopentane-1-carbonyl)-6-methyl-[1,1'-biphenyl]-3-carboxamide C1(CC1)NC(=O)C=1C=C(C(=CC1)C)C1=CC=C(C=C1)C(=O)C1CC(CC1)OCCO